OCCCC[PH4] 1-(4-hydroxybutyl)phosphorane